OC12CCC(CC1)(C2)N2C1=NC(=NC=C1N(C2=O)C)SC 9-(4-hydroxybicyclo[2.2.1]heptan-1-yl)-7-methyl-2-(methylthio)-7,9-dihydro-8H-purin-8-one